Monoethyl oxalate C(C(=O)[O-])(=O)OCC